3-(5-methyl-thiophen-2-yl)oxetan-3-ol CC1=CC=C(S1)C1(COC1)O